(Z)-4-((2-aminomethyl-3-fluoroallyl)oxy)-N-(pyridin-2-ylmethyl)benzamide trifluoroacetate FC(C(=O)O)(F)F.NC/C(/COC1=CC=C(C(=O)NCC2=NC=CC=C2)C=C1)=C/F